C(C)C1=NN2C(C=C(C=C2C)N2CC3(C2)CN(C3)C([C@H](C)O)=O)=C1N(C=1SC(=C(N1)C1=CC=C(C=C1)F)C#N)C (S)-2-((2-ethyl-5-(6-(2-hydroxypropionyl)-2,6-diazaspiro[3.3]heptan-2-yl)-7-methylpyrazolo[1,5-a]pyridin-3-yl)(methyl)amino)-4-(4-fluorophenyl)thiazole-5-carbonitrile